3-bromo-2-chloro-N,N-dimethyl-6-(trifluoromethoxy)aniline BrC=1C(=C(N(C)C)C(=CC1)OC(F)(F)F)Cl